2-(2-methylpyrimidin-5-yl)-6-(trifluoromethyl)nicotinamide CC1=NC=C(C=N1)C1=C(C(=O)N)C=CC(=N1)C(F)(F)F